C1(CC1)N1N=C2C(N(C(N([C@H]2C)C2CCN(CC2)C=2C(=NC=CC2C)OC)=O)CC2=C(C=CC=C2)C(F)(F)F)=C1 (S)-2-cyclopropyl-6-(2'-methoxy-4'-methyl-3,4,5,6-tetrahydro-2H-[1,3']bipyridinyl-4-yl)-7-methyl-4-(2-trifluoromethyl-benzyl)-2,4,6,7-tetrahydro-pyrazolo[4,3-d]pyrimidin-5-one